methyl (1R,3S,6S,10aS,Z)-6-((tert-butoxycarbonyl)amino)-1-hydroxy-5-oxo-1,2,3,5,6,7,10,10a-octahydropyrrolo[1,2-a]azocine-3-carboxylate C(C)(C)(C)OC(=O)N[C@H]1C\C=C/C[C@@H]2N(C1=O)[C@@H](C[C@H]2O)C(=O)OC